C(#N)[C@@]1(N(CCC1)C(=O)C1=CC(=C2N1CCC1=CC(=C(C=C21)C(=O)OC2=CC=CC=C2)OC)C=2SC=CC2)C phenyl 3-[(2R)-2-cyano-2-methyl-pyrrolidine-1-carbonyl]-8-methoxy-1-(2-thienyl)-5,6-dihydropyrrolo[2,1-a]isoquinoline-9-carboxylate